racemic-N-(1-(1-methyl-1H-tetrazol-5-yl)ethyl)-5-(4-(trifluoromethyl)phenoxy)-2-naphthamide CN1N=NN=C1[C@@H](C)NC(=O)C1=CC2=CC=CC(=C2C=C1)OC1=CC=C(C=C1)C(F)(F)F |r|